2-Propylene Carbonate C1(OCC(C)O1)=O